CC1(N(C(C(C1)(C)C)[SiH3])[SiH3])C 1,1,4,4-tetramethyldisilylazacyclopentane